(2-methyl-3-phenyl-2,4,5,7-tetrahydro-6H-pyrazolo[3,4-c]pyridin-6-yl)(1-phenyl-1H-1,2,4-triazol-3-yl)methanone butane-1,2-diylbis(pyrrolidine-1-carboxylate) C(C(CC)C1N(CCC1)C(=O)O)C1N(CCC1)C(=O)O.CN1N=C2CN(CCC2=C1C1=CC=CC=C1)C(=O)C1=NN(C=N1)C1=CC=CC=C1